ClC1=CNC=2C1=NC(=CC2CN2C[C@H](CCC2)C)C(=O)OC methyl (S)-3-chloro-7-((3-methylpiperidin-1-yl) methyl)-1H-pyrrolo[3,2-b]pyridine-5-carboxylate